C(C)(C)(C)N[C@H](COCC1=CC=CC=C1)C(=O)O tert-butyl-O-(benzyl)-D-serine